[Si](C)(C)(C(C)(C)C)O[C@@H]1CC[C@H](CC1)C(=O)N(C[C@@H]1CC[C@H](CC1)C1=CC(=C(C=C1)OC)C)C1=CC(=CC=C1)C=1C=NC(=CC1)N(C)C trans-4-((tert-butyldimethylsilyl)oxy)-N-(3-(6-(dimethylamino)pyridin-3-yl)phenyl)-N-((trans-4-(4-methoxy-3-methylphenyl)cyclohexyl)methyl)cyclohexanecarboxamide